(2-(7-(2-(4H-1,2,4-Triazol-4-yl)ethoxy)-1-(cyclopropylmethyl)-1H-pyrrolo[2,3-c]pyridin-2-yl)-3-methylpyrazolo[1,5-a]pyridin-6-yl)((3R,5R)-3-amino-5-fluoropiperidin-1-yl)methanone N=1N=CN(C1)CCOC=1N=CC=C2C1N(C(=C2)C2=NN1C(C=CC(=C1)C(=O)N1C[C@@H](C[C@H](C1)F)N)=C2C)CC2CC2